Cl.C(C)OC(=O)C1[C@H]2CNC[C@@H]12 (1r,5s,6r)-3-azabicyclo[3.1.0]hexane-6-carboxylic acid ethyl ester hydrochloride